N1C=C(C2=CC=CC=C12)C[C@@H](C(=O)NC)NC(=O)C=1N=C(SC1)[C@H]1N(C[C@@H](C1)N)C(=O)C=1N=C2N(C=C(C=C2)Cl)C1 N-((S)-3-(1H-indol-3-yl)-1-(methylamino)-1-oxopropan-2-yl)-2-((2S,4R)-4-amino-1-(6-chloroimidazo[1,2-a]pyridine-2-carbonyl)pyrrolidin-2-yl)thiazole-4-carboxamide